BrC=1C(=CC=C2CCN(CC12)C(=O)OC(C)(C)C)F tert-butyl 8-bromo-7-fluoro-3,4-dihydroisoquinoline-2(1H)-carboxylate